2'-O-methylguanosine CO[C@@H]1[C@@H]([C@H](O[C@H]1N2C=NC3=C2N=C(NC3=O)N)CO)O